C1(C(C)=CC(N1C1=C(C=CC=C1)SSC1=C(C=CC=C1)N1C(C(C)=CC1=O)=O)=O)=O bis(2-citraconimidophenyl) disulphide